Phenol potassium salt [K].C1(=CC=CC=C1)O